1,4-dichloro-2,5-dimethoxybenzene ClC1=C(C=C(C(=C1)OC)Cl)OC